[1-(3-CHLOROPHENYL)-2-HYDROXYETHYL]AMIDE ClC=1C=C(C=CC1)C(CO)[NH-]